tetrafluoro-dodecyl pyridiniumsulfonate [N+]1(=CC=CC=C1)S(=O)(=O)OC(CCCCCCCCCCC(F)(F)F)F